C1(=CC=CC=C1)[C@@H](C)O R-1-phenylethanol